C(CCC)[Sn](C1=NC=NC=C1)(CCCC)CCCC 4-(tri-n-butylstannyl)pyrimidine